O=C1C=C(C(=CN1)C(=O)N)C(F)(F)F 6-oxo-4-(trifluoromethyl)-1H-pyridine-3-carboxamide